2,5-dibromo-3-(ethylsulfanyl)pyridine BrC1=NC=C(C=C1SCC)Br